N-((2-(2,6-dioxopiperidin-3-yl)-1,3-dioxoisoindolin-4-yl)methyl)-6,7-dihydroxy-1-naphthamide O=C1NC(CCC1N1C(C2=CC=CC(=C2C1=O)CNC(=O)C1=CC=CC2=CC(=C(C=C12)O)O)=O)=O